3-Amino-5-(2,2,2-trifluoroethyl)-6,7-dihydropyrazolo[1,5-a]pyrazin-4(5H)-one NC=1C=NN2C1C(N(CC2)CC(F)(F)F)=O